Cl.N[C@H]1C[C@@H](O[C@H]([C@@H]1O)C)OC1C[C@@](CC=2C(=C3C(C=4C=CC=C(C4C(C3=C(C12)O)=O)OC)=O)O)(C(CO)=O)O (8S-cis)-10-[(3-amino-2,3,6-trideoxy-α-L-arabino-hexopyranosyl)oxy]-7,8,9,10-tetrahydro-6,8,11-trihydroxy-8-(hydroxyacetyl)-1-methoxy-5,12-naphthacenedione hydrochloride